6'-bromo-7'-(trifluoromethyl)-3',4'-dihydro-1'H-spiro[pyrrolidine-3,2'-[1,8]naphthyridine]-1-carboxylic acid tert-butyl ester C(C)(C)(C)OC(=O)N1CC2(NC3=NC(=C(C=C3CC2)Br)C(F)(F)F)CC1